OCC1OCC1 (Hydroxymethyl)oxetane